tert-butyl 4'-((3-fluorophenyl)amino)-5,6-dihydro-[3,2':6',3''-terpyridine]-1(2H)-carboxylate FC=1C=C(C=CC1)NC1=CC(=NC(=C1)C=1C=NC=CC1)C=1CN(CCC1)C(=O)OC(C)(C)C